(2,4-difluoro-phenyl)-methanol FC1=C(C=CC(=C1)F)CO